OCC1CCC(CC1)N1N=C2C=C(C(=CC2=C1)NC)C(=O)OC methyl 2-[4-(hydroxymethyl)cyclohexyl]-5-(methyl amino)indazole-6-carboxylate